ClC=1C(=C2C(=NC1)C(C=1C(=CC=CC1O2)Cl)=O)C2=CC=C(C=C2)N2CCN(CC2)C(=O)OC(C)(C)C tert-butyl 4-(4-(3,9-dichloro-10-oxo-10H-chromeno[3,2-b]pyridin-4-yl)phenyl)piperazine-1-carboxylate